CC(COC(C1=CC(=C(C(=C1)N)Cl)N)=O)C 3,5-Diamino-4-chlorobenzoic acid-2-methylpropyl ester